1,3,5-Tris(4-t-butyl-3-hydroxy-2,6-dimethylbenzyl)-1,3,5-triazine-2,4,6(1H,3H,5H)-Trion C(C)(C)(C)C1=C(C(=C(CN2C(N(C(N(C2=O)CC2=C(C(=C(C=C2C)C(C)(C)C)O)C)=O)CC2=C(C(=C(C=C2C)C(C)(C)C)O)C)=O)C(=C1)C)C)O